C(C)(=O)O.ClC1=C(C=CC=C1)C1(NC(N=C1C1=CC=CC=C1)(C=CC(=O)O)C1=CSC=C1)C=CC(=O)O 4-(2-Chlorophenyl)-5-phenyl-2-(3-thienyl)imidazolediacrylic acid acetate